C1N(CCC2=C1NC1=CC=CC=C21)CCCNC(=O)C2=NC=NC=C2 N-(3-(1,3,4,9-tetrahydro-2H-pyrido[3,4-b]indol-2-yl)propyl)pyrimidine-4-carboxamide